6-(3-Aminoazetidin-1-yl)-N-(5-phenoxypyridin-2-yl)pyrido[3,2-d]pyrimidin-4-amine NC1CN(C1)C=1C=CC=2N=CN=C(C2N1)NC1=NC=C(C=C1)OC1=CC=CC=C1